N-((2R)-1-(2-ethyl-4-(4-fluorophenyl)-1-oxo-2,8-diazaspiro[4.5]decan-8-yl)-3-methyl-1-oxobutan-2-yl)-2-fluoro-5-(trifluoromethyl)benzamide C(C)N1C(C2(C(C1)C1=CC=C(C=C1)F)CCN(CC2)C([C@@H](C(C)C)NC(C2=C(C=CC(=C2)C(F)(F)F)F)=O)=O)=O